3-hexyl-oxazolium chloride [Cl-].C(CCCCC)[N+]1=COC=C1